2-[3-(1,3-benzothiazol-2-ylamino)-4-methyl-6,7-dihydro-5H-pyrido[2,3-c]pyridazin-8-yl]-5-[3-[4-[3-(diisobutylamino)prop-1-ynyl]-2-fluoro-phenoxy]propyl]thiazole-4-carboxylic acid S1C(=NC2=C1C=CC=C2)NC2=C(C1=C(N=N2)N(CCC1)C=1SC(=C(N1)C(=O)O)CCCOC1=C(C=C(C=C1)C#CCN(CC(C)C)CC(C)C)F)C